2-[(diphenylmethyl)amino]-5-methoxy-1-methyl-6-oxo-1,6-dihydropyrimidine-4-carbaldehyde C1(=CC=CC=C1)C(C1=CC=CC=C1)NC=1N(C(C(=C(N1)C=O)OC)=O)C